3-((2-(piperidin-1-yl)thiazol-5-yl)methyl)quinolin-2(1H)-one N1(CCCCC1)C=1SC(=CN1)CC=1C(NC2=CC=CC=C2C1)=O